CC1=NC(=CC(=C1)C1=CC=C2C(=C(NC2=C1)C=1C=C(C(=O)N[C@H]2CNCC2)C=CC1)C)C (R)-3-(6-(2,6-dimethylpyridin-4-yl)-3-methyl-1H-indol-2-yl)-N-(pyrrolidin-3-yl)benzamide